8-Bromo-7-chloro-2-methoxy-[1,5]naphthyridine BrC=1C(=CN=C2C=CC(=NC12)OC)Cl